(2S)-4-[(3-azido-3-methylbutyl)carbamoyl]-2-({[(9H-fluoren-9-yl)methoxy]carbonyl}amino)butanoic acid N(=[N+]=[N-])C(CCNC(=O)CC[C@@H](C(=O)O)NC(=O)OCC1C2=CC=CC=C2C=2C=CC=CC12)(C)C